2-amino-3-methylbutanal NC(C=O)C(C)C